C(C)(=O)N[C@@H]1[C@H](CC(C(O)=O)(O)O[C@H]1[C@H](OC(C)=O)[C@H](OC(C)=O)COC(C)=O)O 5-N-acetyl-7,8,9-tri-O-acetylneuraminic acid